Diphenyltriazinyl[(dimethylfluorenyl)dibenzofuranyl]biphenyl C1(=CC=CC=C1)C=1C(=C(C(=C(C1)C1=CC=CC=C1)C1=C(C=CC=2OC3=C(C21)C=CC=C3)C3=C(C(=CC=2C1=CC=CC=C1CC32)C)C)C3=NN=NC=C3)C3=CC=CC=C3